C(C=C)(=O)N1[C@@H](CC(CC1)N1C=NC=2C(=NC=3C(=C(C(=CC3C21)C)C2=CC=CC1=CC=CC(=C21)Cl)F)N2CC(C2)N(C)CC)CC#N 2-((2S)-1-acryloyl-4-(7-(8-chloronaphthalen-1-yl)-4-(3-(ethyl(methyl)amino)azetidin-1-yl)-6-fluoro-8-methyl-1H-imidazo[4,5-c]quinolin-1-yl)piperidin-2-yl)acetonitrile